hexamethyldisilazide potassium salt [K+].C[Si]([N-][Si](C)(C)C)(C)C